[Pt].NCCCCCCN Hexamethylenediamine platinum